(1-(piperidin-4-yl)-1H-pyrazol-4-yl)nicotinamide N1CCC(CC1)N1N=CC(=C1)C1=C(C(=O)N)C=CC=N1